C(CC)N(C=1C=C(C(C=O)=CC1)O)CCC 4-(dipropylamino)salicylaldehyde